3,7-diazabicyclo[4.1.1]octane-1-carboxylic acid tert-butyl ester C(C)(C)(C)OC(=O)C12CNCCC(N1)C2